Sodium chlorine 1-(5-((5-chloro-4-(3-cyclohexylpyrrolidin-1-yl)pyrimidin-2-yl)amino)pyridin-3-yl)pyrrolidin-2-one ClC=1C(=NC(=NC1)NC=1C=C(C=NC1)N1C(CCC1)=O)N1CC(CC1)C1CCCCC1.[Cl].[Na]